COC=1C=C2C(=NC=NC2=CC1OC)N1CCC(CC1)=O 1-(6,7-dimethoxy-quinazolin-4-yl)piperidin-4-one